4'-(thiophene-2,5-diylbis(1H-1,2,3-triazole-4,1-diyl))bis(2-(trifluoromethyl)benzoic acid) S1C(=CC=C1C=1N=NN(C1)C=1C(=C(C(=O)O)C=CC1)C(F)(F)F)C=1N=NN(C1)C=1C(=C(C(=O)O)C=CC1)C(F)(F)F